O=C1NC(CCC1C1=NN(C2=C(C=CC=C12)N1[C@H](CN(CC1)C(=O)OC(C)(C)C)C)C)=O tert-butyl (3S)-4-[3-(2,6-dioxo-3-piperidyl)-1-methyl-indazol-7-yl]-3-methyl-piperazine-1-carboxylate